6-((2-(dimethylamino)ethyl)amino)-N-((1,2,3,5,6,7-hexahydro-s-indacen-4-yl)carbamoyl)-6,7-dihydro-5H-pyrazolo[5,1-b][1,3]oxazine-3-sulfonimidamide CN(CCNC1CN2C(OC1)=C(C=N2)S(=O)(NC(NC2=C1CCCC1=CC=1CCCC21)=O)=N)C